methyl 7-bromo-6-methylpyrazolo[1,5-a]pyridine-3-carboxylate BrC1=C(C=CC=2N1N=CC2C(=O)OC)C